O(C#N)C1=CC=C(C=C1)C(C1=CC=C(C=C1)OC#N)C1=CC=C(C=C1)OC#N tris(4-cyanatophenyl)methane